C1(CC1)C=1N=CC2=C(N1)NC=C2C=2C=C1C(CNC(C1=CC2)=O)(C)C 6-(2-cyclopropyl-7H-pyrrolo[2,3-d]pyrimidin-5-yl)-4,4-dimethyl-3,4-dihydroisoquinolin-1(2H)-one